NC1=CC=C(C(=N1)C=1C=C2CN(C(C2=CC1)=O)C1C(NC(CC1)=O)=O)OC 3-(5-(6-amino-3-methoxypyridin-2-yl)-1-oxoisoindolin-2-yl)piperidine-2,6-dione